FC(C1=CC=C(C=C1)C=1C(OCC1)(C(=O)O)C1=CC(=C(C(=C1)OCC1=CC=CC=C1)OCC1=CC=CC=C1)OCC1=CC=CC=C1)(F)F 3-(4-trifluoromethylphenyl)-2-(3,4,5-tris(benzyloxy)phenyl)-2,5-dihydrofuran-2-carboxylic acid